5-((4-(5-chloro-2-methylphenyl)piperazin-1-yl)methyl)-2-(2,6-dioxopiperidin-3-yl)isoindoline-1,3-dione ClC=1C=CC(=C(C1)N1CCN(CC1)CC=1C=C2C(N(C(C2=CC1)=O)C1C(NC(CC1)=O)=O)=O)C